2-(2-(6-methoxy-5-(trifluoromethyl)pyridin-3-yl)propoxy)isoindoline COC1=C(C=C(C=N1)C(CON1CC2=CC=CC=C2C1)C)C(F)(F)F